N-triacontanyl-N-octadecyl-hydroxylamine C(CCCCCCCCCCCCCCCCCCCCCCCCCCCCC)N(O)CCCCCCCCCCCCCCCCCC